CC1(OB(OC1(C)C)C=1C=NN(C1)CCCCCCC(=O)OC)C methyl 7-[4-(4,4,5,5-tetramethyl-1,3,2-dioxaborolan-2-yl)-1H-pyrazol-1-yl]heptanoate